2,4,5-trifluorobenzoyl bromide FC1=C(C(=O)Br)C=C(C(=C1)F)F